C(C=C)(=O)OCC(C)CC 2-ethyl-3-propyl acrylate